BrCC1=C2C(=NC(=C1)Cl)OC(=N2)C 7-(bromomethyl)-5-chloro-2-methyloxazolo[5,4-b]pyridine